CC1(COC2=C1C=CC(=C2)N2C(N(C(C2=O)(C)C)CC2=CC(=NC=C2)N[C@@H](COC)C)=O)C (R)-3-(3,3-dimethyl-2,3-dihydrobenzofuran-6-yl)-1-((2-((1-methoxypropan-2-yl)amino)pyridin-4-yl)methyl)-5,5-dimethylimidazolidine-2,4-dione